4-oxo-3-quinolinecarboxylic acid, monohydrochloride Cl.O=C1C(C=NC2=CC=CC=C12)C(=O)O